oxetane trichloroacetimidate ClC(C(O)=N)(Cl)Cl.O1CCC1